Cl.NC(C(=O)N1CCN(CC1)C(=O)NC1=NC(N(C=C1)C1=CC=C(C=C1)OCCN1CC2C(C2C1)CN)=O)(C)C 4-(2-amino-2-methylpropanoyl)-N-(1-(4-(2-(exo-6-(aminomethyl)-3-azabicyclo[3.1.0]hexan-3-yl)ethoxy)phenyl)-2-oxo-1,2-dihydropyrimidin-4-yl)piperazine-1-carboxamide Hydrochloride Salt